S1C(=NC=C1)SCC(=O)C1=CC=C(C=C1)C1=NOC(=N1)C(F)(F)F 2-(thiazol-2-ylthio)-1-(4-(5-(trifluoromethyl)-1,2,4-oxadiazol-3-yl)phenyl)ethan-1-one